2-(2-methylprop-2-enoyloxy)acetic acid CC(C(=O)OCC(=O)O)=C